C(C)C1=CC=2C(C3=CC(=C(C=C3OC2C(=C1O)C)O)CC)C(C)C 2,7-Diethyl-4-methyl-9-propan-2-yl-9H-xanthene-3,6-diol